BrC=1C=CC2=C(O[C@]3(CN[C@@H](C3)C(=O)OC)C(N2)=O)C1 methyl (2R,5'S)-7-bromo-3-oxo-3,4-dihydrospiro[benzo[b][1,4]oxazine-2,3'-pyrrolidine]-5'-carboxylate